NC1=NC=CC(=N1)C1=C(N=C(S1)C(C)(C)C)C=1C(=C(C=CC1)NS(=O)(=O)C1=C(C=CC=C1F)F)F N-{3-[5-(2-aminopyrimidin-4-yl)-2-tert-butyl-1,3-thiazol-4-yl]-2-fluorophenyl}-2,6-difluorobenzenesulfonamide